1-cetyl-3-methyl-pyridine bromide [Br-].C(CCCCCCCCCCCCCCC)N1CC(=CC=C1)C